(R)-5-(2-(dimethylamino)ethoxy)-N-(1-(3-(1-isopropyl-1H-pyrazol-4-yl)-5-(1-methyl-1H-pyrazol-3-yl)phenyl)ethyl)-2-methylbenzamide CN(CCOC=1C=CC(=C(C(=O)N[C@H](C)C2=CC(=CC(=C2)C2=NN(C=C2)C)C=2C=NN(C2)C(C)C)C1)C)C